6-((3'-(5-(Hydroxymethyl)picolinamido)-2,2'-dimethyl-[1,1'-biphenyl]-3-yl)carbamoyl)pyridine-3-sulfonyl fluoride OCC=1C=CC(=NC1)C(=O)NC=1C(=C(C=CC1)C1=C(C(=CC=C1)NC(=O)C1=CC=C(C=N1)S(=O)(=O)F)C)C